3,5-bis(3',5'-dicarboxyphenyl)-1H-1,2,4-triazole C(=O)(O)C=1C=C(C=C(C1)C(=O)O)C1=NNC(=N1)C1=CC(=CC(=C1)C(=O)O)C(=O)O